CN(C)C1N(CCC2=CC=CC=C12)C(=O)[O-] (dimethylamino)-3,4-dihydroisoquinoline-2(1H)-carboxylate